ClC=1C(=NC=CN1)CC(C(=O)N)C ((3-Chloropyrazin-2-yl)methyl)propanamide